tert-butyl methyl(tetrazolo[1,5-a]pyridin-5-ylmethyl)carbamate CN(C(OC(C)(C)C)=O)CC1=CC=CC=2N1N=NN2